[2H]C1(C(C(NC(C1([2H])[2H])([2H])[2H])([2H])[2H])([2H])[2H])[2H] piperidine-d10